N=1C=CN2C1C=CC(=C2)C2=CNC=1N=C(N=C(C12)OC)NC1CCC(CC1)NC(C)=O N-((1r,4r)-4-((5-(imidazo[1,2-a]pyridin-6-yl)-4-methoxy-7H-pyrrolo[2,3-d]pyrimidin-2-yl)amino)cyclohexyl)acetamide